4-(4-fluorophenyl)-2-(((E)-(9-(4-fluorobenzyl)-beta-carbolin-3-yl)methylene)hydrazino)-2,3-dihydrothiazole FC1=CC=C(C=C1)C=1NC(SC1)N/N=C/C=1N=CC=2N(C3=CC=CC=C3C2C1)CC1=CC=C(C=C1)F